C(=CC1=CC=CC=C1)[C@H](C(CC)=O)O (R)-styryl-propionyl-methyl alcohol